NC=1CN(C2=CC(=CC=C2C1NC)Cl)C1=CC=CC=C1 3-Amino-7-chloro-4-(methylamino)-1-phenylquinoline